nosylcytosine S(=O)(=O)(C1=CC=C(C=C1)[N+](=O)[O-])NC1=NC(NC=C1)=O